bis-oxazoline ytterbium chloride [Cl-].[Yb+3].O1C=NCC1.O1C=NCC1.[Cl-].[Cl-]